BrC1=C2C=C(NC2=CC=C1)C(=O)N1CC(CC1)(C(=O)N)C 1-[(4-bromo-1H-indol-2-yl)carbonyl]-3-methyl-3-pyrrolidinecarboxamide